BrC=1C(=CC(=NC1)NC(C)=O)NC1=NC(=NC(=C1)C)C(C)(F)F N-(5-bromo-4-((2-(1,1-difluoroethyl)-6-methylpyrimidin-4-yl)amino)pyridin-2-yl)acetamide